Cl.C(CC1=CC=CC=C1)NC(=O)NC=1SC=CN1 1-phenethyl-3-(thiazol-2-yl)urea hydrochloride